C1(CCCCC1)CN1C(C=2C=C(C(=NC2C=C1)C)C(=O)NCC1=NC=CC=C1)=O 6-(cyclohexylmethyl)-2-methyl-5-oxo-N-(pyridin-2-ylmethyl)-5,6-dihydro-1,6-naphthyridine-3-carboxamide